2-naphthyl-phenylsulfone C1=C(C=CC2=CC=CC=C12)S(=O)(=O)C1=CC=CC=C1